5-phenyl-1,3-xylylenediamine C1(=CC=CC=C1)C=1C=C(C=C(C1)CN)CN